Platinum oxalate hydroxide [OH-].C(C(=O)[O-])(=O)[O-].[Pt+3]